[W](I)(I)I tungsten(III) iodide